NC=1C2=C(C=CC=C2N=C2CCCC(C12)=O)OC 9-amino-8-methoxy-3,4-dihydro-acridin-1(2H)-one